6-(2-(Benzofuran-5-yl)cyclobutyl)quinoline O1C=CC2=C1C=CC(=C2)C2C(CC2)C=2C=C1C=CC=NC1=CC2